[Si](C)(C)(C(C)(C)C)OC(C(F)(F)F)C=1C(=C2C(=NN(C2=CC1)C)NC1=CC(=NC=C1C(CC)=O)NC(=O)C1CC1)OC N-(4-((5-(1-((tert-butyldimethylsilyl)oxy)-2,2,2-trifluoroethyl)-4-methoxy-1-methyl-1H-indazol-3-yl)amino)-5-propionylpyridin-2-yl)cyclopropanecarboxamide